N,N-bis(carboxymethyl)aspartic acid C(=O)(O)CN([C@@H](CC(=O)O)C(=O)O)CC(=O)O